NC1=C(C=C(C=C1)C=1SC=CC1)NC(C1=CC=C(C=C1)S(=O)(=O)C1=CC=CC=C1)=O N-[2-amino-5-(2-thienyl)phenyl]-4-(phenylsulfonyl)benzamide